C(#N)C1(CC1)NS(=O)(=O)C1=CC=2N(C(=C1F)N1CCC3(COC3)CC1)C=NC2C=2SC(=NN2)C(F)F N-(1-cyanocyclopropyl)-1-(5-(difluoromethyl)-1,3,4-thiadiazol-2-yl)-6-fluoro-5-(2-oxa-7-azaspiro[3.5]nonan-7-yl)imidazo[1,5-a]pyridine-7-sulfonamide